4,5-difluoro-1,3-dioxolaneone FC1OC(OC1F)=O